OCCCNCCCCCCCC(=O)OC(CC)CCCCCCCC undecan-3-yl 8-((3-hydroxypropyl)amino)octanoate